tert-butyl cyclopentyl(2-((6-methyl-5-nitropyridin-3-yl)amino)-2-oxoethyl)carbamate C1(CCCC1)N(C(OC(C)(C)C)=O)CC(=O)NC=1C=NC(=C(C1)[N+](=O)[O-])C